(2S,5R)-5-(2-chlorophenyl)-1-(6-(3-methoxyphenyl)nicotinoyl)pyrrolidine-2-carboxylic acid ClC1=C(C=CC=C1)[C@H]1CC[C@H](N1C(C1=CN=C(C=C1)C1=CC(=CC=C1)OC)=O)C(=O)O